COC(=O)C1=NN(C(=N1)Br)COCC[Si](C)(C)C 5-bromo-1-(2-trimethylsilylethoxymethyl)-1,2,4-triazole-3-carboxylic acid methyl ester